OC1=C(C=CC(=C1)OCCCCCCCCCCCC)C1=NC(=NC(=N1)C1=C(C=C(C=C1)C)C)C1=C(C=C(C=C1)C)C 2-(2-hydroxy-4-dodecyloxy-phenyl)-4,6-bis(2,4-dimethylphenyl)-1,3,5-triazine